[C@H]1([C@@H](O)[C@@H](O)[C@H](O)[C@H](O1)CO)O[C@@H]1[C@@H]([C@H](O[C@@H]([C@H]1O)CO[C@@H]1[C@@H](O)[C@@H](O)[C@H](O)[C@H](O1)CO)OCCNC([C@H](CCC(=O)ON1C(CCC1=O)=O)NC(CCCCCCCCCCCCCCCC)=O)=O)O 2,5-dioxopyrrolidin-1-yl (S)-5-{[2-({α-D-mannopyranosyl-(1→3)-[α-D-mannopyranosyl-(1→6)]-α-D-mannopyranosyl}oxy)ethyl]amino}-4-heptadecanamido-5-oxopentanoate